C(C)(C)(C)OC(=O)NCC=1C=C(C=CC1)C1=COC=2C1=NC=C(C2)C2=CC=C(C=C2)N2CCN(CC2)C(=O)OC(C)(C)C tert-butyl 4-(4-(3-(3-(((tert-butoxycarbonyl)amino)methyl)phenyl)furo[3,2-b]pyridin-6-yl)phenyl)piperazine-1-carboxylate